1-(2-(5-(benzyloxy)-6-(1,3-dioxolan-2-yl)pyridin-2-yl)ethyl)-4-methylpiperazine C(C1=CC=CC=C1)OC=1C=CC(=NC1C1OCCO1)CCN1CCN(CC1)C